N=1C=NN2C1C=C(C=C2)OC2=C(C=C(C=C2)NC2=NC=NC=1C=C3C(=CC21)N2[C@@H](CO3)CN(CC2)C(=O)OC(C)(C)C)C tert-butyl (R)-11-((4-([1,2,4]triazolo[1,5-a]pyridin-7-yloxy)-3-methylphenyl)amino)-1,2,4a,5-tetrahydropyrazino[1',2':4,5][1,4]oxazino[3,2-g]quinazoline-3(4H)-carboxylate